COC1=C(C=C2C(=NC=NC2=C1)NN=CC1=CC=C(C=C1)OC)OCCCN1CCOCC1 4-(3-((7-methoxy-4-(2-(4-methoxybenzylidene)hydrazino)quinazolin-6-yl)oxy)propyl)morpholine